CC1C=C2CCCCCCCCCCC(CC1)O2 14-methyl-17-oxabicyclo[10.4.1]heptadec-12-ene